(quinolin-7-yl)propanoic acid N1=CC=CC2=CC=C(C=C12)C(C(=O)O)C